3-(4-fluorophenyl)-6-methoxy-7-methyl-1H-indole-2-carboxylic acid FC1=CC=C(C=C1)C1=C(NC2=C(C(=CC=C12)OC)C)C(=O)O